C(C)(C)(C)OC(=O)NC1=CC=C(C=C1)[C@H]1N(CCC[C@H]1C(=O)OCC)Cl ethyl (2S,3R)-2-(4-((tert-butoxy-carbonyl)amino)phenyl)-1-chloropiperidine-3-carboxylate